OC[C@H]1OCCN(C1)C1=C2C[C@@H](N(CC2=CC=C1)C(=O)[O-])CN([C@H]1CCCC=2C=CC=NC12)C (R)-5-((S)-2-(hydroxymethyl)morpholino)-3-((methyl((S)-5,6,7,8-tetrahydroquinolin-8-yl)amino)methyl)-3,4-dihydroisoquinoline-2(1H)-carboxylate